2,1-benzoxaborol-1(3H)-ol B1(OCC2=C1C=CC=C2)O